3,5-dibromo-4'-trifluoromethyl-salicylanilide BrC1=C(C(C(=O)NC2=CC=C(C=C2)C(F)(F)F)=CC(=C1)Br)O